3-[5-(2,4-difluorophenoxy)-2-pyridyl]-1-methyl-1-[(2R)-3,3,3-trifluoro-2-hydroxy-2-methyl-propyl]urea FC1=C(OC=2C=CC(=NC2)NC(N(C[C@@](C(F)(F)F)(C)O)C)=O)C=CC(=C1)F